COCCOCC1CCN(CC1)CC1=CC=C(COC2=C3CN(C(C3=CC=C2)=O)[C@@H]2C(NC(CC2)=O)=O)C=C1 (S)-3-(4-((4-((4-((2-methoxyethoxy)methyl)piperidin-1-yl)methyl)-benzyl)oxy)-1-oxoisoindolin-2-yl)piperidine-2,6-dione